C(#N)N1[C@H]2[C@@H](C[C@@H]1CC2)NC(C2=CC(=C(C=C2)C=2C=NN(C2)C)OC(F)(F)F)=O N-((1R,2R,4S)-7-cyano-7-azabicyclo[2.2.1]heptan-2-yl)-4-(1-methyl-1H-pyrazol-4-yl)-3-(trifluoromethoxy)benzamide